((allyloxy)methyl)-3-bromo-4-(hydroxymethyl)-N-isopropylbenzamide C(C=C)OCC1=C(C(=O)NC(C)C)C=CC(=C1Br)CO